3-methyl-4-oxo-piperidine-1,3-dicarboxylic acid 1-tert-butyl 3-methyl ester COC(=O)C1(CN(CCC1=O)C(=O)OC(C)(C)C)C